Ethyl-2-oxo-n-pentyl-1,2-dihydrobenzo[cd]indole-6-sulfonamide C(C)C1N(C2=CC=C(C=3C2=C1C=CC3)S(=O)(=O)N)CC(CCC)=O